(1S,2S)-N-(6-(5-chloro-7-(1,3-dimethylureido)-6-fluoro-1H-indazol-4-yl)imidazo[1,2-a]pyrazin-2-yl)-2-fluorocyclopropane-1-carboxamide ClC=1C(=C2C=NNC2=C(C1F)N(C(=O)NC)C)C=1N=CC=2N(C1)C=C(N2)NC(=O)[C@H]2[C@H](C2)F